4-(difluoromethyl)-N-(4-methoxybenzyl)pyridin-2-amine FC(C1=CC(=NC=C1)NCC1=CC=C(C=C1)OC)F